3-amino-5-methyl-4H-1,2,4-triazole NC1=NN=C(N1)C